1-(tert-butyl)-N-(2-(2-hydroxyethyl)-8-(2-((1-methyl-1H-pyrazol-4-yl)amino)pyrimidin-4-yl)-2,3,4,5-tetrahydro-1H-benzo[c]azepin-5-yl)-1H-1,2,3-triazole-4-carboxamide C(C)(C)(C)N1N=NC(=C1)C(=O)NC1C2=C(CN(CC1)CCO)C=C(C=C2)C2=NC(=NC=C2)NC=2C=NN(C2)C